6-[3-[2-methoxy-4-(methylcarbamoyl)anilino]prop-1-ynyl]-N-[(3R,4R)-3-methyl-4-piperidyl]-1-(2,2,2-trifluoroethyl)benzimidazole-4-carboxamide COC1=C(NCC#CC=2C=C(C3=C(N(C=N3)CC(F)(F)F)C2)C(=O)N[C@H]2[C@@H](CNCC2)C)C=CC(=C1)C(NC)=O